N[C@@H](CCC(=O)N[C@@H](CS)C(=O)NCC(=O)O)C(=O)O γ-glutamyl-cysteinyl-glycine